(4-Methoxyphenyl)(2-phenyloxazol-5-yl)methanone COC1=CC=C(C=C1)C(=O)C1=CN=C(O1)C1=CC=CC=C1